C(C)(C)(C)P(C(C)(C)C)CC1=CC=CC(=N1)C(C)NC1=C(C=CC=C1)P(C1=CC=CC=C1)C1=CC=CC=C1 N-(1-(6-((di-tert-butylphosphaneyl)methyl)pyridin-2-yl)ethyl)-2-(diphenylphosphaneyl)aniline